tert-butyl ((1R,4R,7R)-2-(2-(7-(azetidin-3-yl)-1-(cyclopropylmethyl)-1H-indol-2-yl)-7-methoxy-1-methyl-1H-benzo[d]imidazole-5-carbonyl)-2-azabicyclo[2.2.1]heptan-7-yl)carbamate N1CC(C1)C=1C=CC=C2C=C(N(C12)CC1CC1)C1=NC2=C(N1C)C(=CC(=C2)C(=O)N2[C@@H]1CC[C@H](C2)[C@H]1NC(OC(C)(C)C)=O)OC